(R)-1-(5-(6-chloro-3-(1H-imidazol-1-yl)-5-methoxy-1-methyl-1H-pyrrolo[3,2-b]pyridin-2-yl)-1H-1,2,4-triazol-3-yl)ethan-1-ol ClC=1C=C2C(=NC1OC)C(=C(N2C)C2=NC(=NN2)[C@@H](C)O)N2C=NC=C2